hydroxymethyl-dioxolone Ethyl-(S)-1-((1-((4-((2-bromophenoxy)methyl)phenyl)amino)-6-(dimethylamino)-1-oxohexan-2-yl)carbamoyl)cyclobutane-1-carboxylate C(C)OC(=O)C1(CCC1)C(N[C@H](C(=O)NC1=CC=C(C=C1)COC1=C(C=CC=C1)Br)CCCCN(C)C)=O.OCC=1OC(OC1)=O